1,2,4-triazole-5-sulfonyl chloride N1N=CN=C1S(=O)(=O)Cl